C(CCC)C=1NC(N(N1)C1=CC=CC=C1)=O 5-butyl-2-phenyl-2,4-dihydro-3H-1,2,4-triazol-3-one